O1CCC2=NC(=CC=C21)C(C)=O 1-(2,3-dihydrofuro[3,2-b]pyridin-5-yl)ethan-1-one